C(C)(C)(C)OC(=O)N1C=CC2=C(C(=CC(=C12)C)OC)CN1[C@@H](CC(CC1)C1=CC(=NS1)C)C1=CC=C(C=C1)C(=O)OC (S)-5-methoxy-4-((2-(4-(methoxycarbonyl)phenyl)-4-(3-methylisothiazol-5-yl)piperidin-1-yl)Methyl)-7-methyl-1H-indole-1-carboxylic acid tert-butyl ester